4-[3-(1-{[2-amino-5-(4,4,5,5-tetramethyl-1,3,2-dioxaborolan-2-yl)pyridin-3-yl]oxy}ethyl)phenyl]-2-methylbut-3-yn-2-ol NC1=NC=C(C=C1OC(C)C=1C=C(C=CC1)C#CC(C)(O)C)B1OC(C(O1)(C)C)(C)C